C1(CC1)N1C(C(=CC(=C1)CNCCOC)C(=O)NC1=NC(=CC(=C1)C1=C(C=C(C=C1)F)N1N=CC=C1C)C1CC1)=O 1-Cyclopropyl-N-[6-cyclopropyl-4-[4-fluoro-2-(5-methylpyrazol-1-yl)phenyl]pyridin-2-yl]-5-[(2-methoxyethylamino)methyl]-2-oxopyridine-3-carboxamide